CN1C=NC2=C1C=C(C(=C2)B(O)O)C(F)(F)F (1-methyl-6-(trifluoromethyl)-1H-benzo[d]imidazol-5-yl)boronic acid